1,3-bis(N-methylimidazolyl)propane 1,4-naphthalenedicarboxylic acid salt C1(=CC=C(C2=CC=CC=C12)C(=O)O)C(=O)O.CN1C(=NC=C1)CCCC=1N(C=CN1)C